C(C)(C)(C)OC(NCC(=O)NC1=NC=NC(=C1N)N)=O 2-(5,6-diaminopyrimidin-4-ylamino)-2-oxoethylcarbamic acid tert-butyl ester